C(C)OC(=O)C1=NC(=NC(=C1)C1=CC=C(C=C1)C1=CC=CC=C1)C1=CC=C(C=C1)C1=CC=CC=C1 2,6-bis([1,1'-biphenyl]-4-yl)pyrimidine-4-carboxylic acid ethyl ester